BrC=1OC=C(N1)CC(C(=O)N1NC(CCC1)C(=O)OC)NC(=O)OC(C)(C)C methyl 1-[3-(2-bromo-1,3-oxazol-4-yl)-2-[(tert-butoxycarbonyl) amino]propanoyl]-1,2-diazinane-3-carboxylate